BrC1=C(C=CC(=C1)OC(C)C)OC 2-bromo-4-isopropoxy-1-methoxybenzene